(7S)-2-((trans-3-aminocyclobutyl)amino)-7-methyl-4,8-dimethyl-7,8-dihydropteridin-6(5H)-one dihydrochloride Cl.Cl.N[C@@H]1C[C@H](C1)NC1=NC=2N([C@H](C(NC2C(=N1)C)=O)C)C